FC1=CC=C(C=C1)C1N([C@@H](CC1)C)C(CN1C(O[C@]2(C1=O)CCC1=CC(=CC=C12)NC(=O)NC)=O)=O 1-((R)-3'-(2-((5R)-2-(4-fluorophenyl)-5-methylpyrrolidin-1-yl)-2-oxoethyl)-2',4'-dioxo-2,3-dihydrospiro[indene-1,5'-oxazolidine]-5-yl)-3-methylurea